octyl 3-((4-((3-(bis(2-hydroxyethyl)amino)propyl)amino)-3-(2-hexyldecanamido)-4-oxobutyl)thio)propanoate OCCN(CCCNC(C(CCSCCC(=O)OCCCCCCCC)NC(C(CCCCCCCC)CCCCCC)=O)=O)CCO